5-fluoro-4-isobutyl-2-(4-(pyridazin-3-ylmethyl)piperazin-1-yl)benzonitrile FC=1C(=CC(=C(C#N)C1)N1CCN(CC1)CC=1N=NC=CC1)CC(C)C